(1S,3aR,4S,7R,7aS)-N-((S)-1-cyano-2-((S)-2-oxopyrrolidin-3-yl)ethyl)-2-(4,6-dichloro-1H-indole-2-carbonyl)-2,3,3a,4,7,7a-hexahydro-1H-4,7-methanoisoindole-1-carboxamide C(#N)[C@H](C[C@H]1C(NCC1)=O)NC(=O)[C@H]1N(C[C@@H]2[C@@H]3C=C[C@H]([C@H]12)C3)C(=O)C=3NC1=CC(=CC(=C1C3)Cl)Cl